ethylenebisrhodium dichloride C(C[Rh](Cl)Cl)[Rh]